6-bromo-3-cyclopropyl-4-(3-methyl-4-methanesulfonyl-phenyl)-1-tetrahydropyran-2-yl-pyrazolo[4,3-b]pyridin-5-one BrC1=CC2=C(N(C1=O)C1=CC(=C(C=C1)S(=O)(=O)C)C)C(=NN2C2OCCCC2)C2CC2